ClC1=NN2C(N=C(C=C2)N2[C@H](C[C@H](C2)O)C2=C(C=CC(=C2)F)F)=C1NC(=O)N[C@@H]1[C@@H](C1)F 1-(2-chloro-5-((2R,4R)-2-(2,5-difluorophenyl)-4-hydroxypyrrolidin-1-yl)pyrazolo[1,5-a]pyrimidin-3-yl)-3-((1S,2R)-2-fluorocyclopropyl)urea